S1C(=NC2=C1C=CC=C2)N2CCN(CC2)C2=C(C#N)C=CC(=C2)CC(C)C 2-(4-(benzo[d]thiazol-2-yl)piperazin-1-yl)-4-isobutylbenzonitrile